FC=1C=C2C(C3=NC4=CC=C(C=C4C(N3C2=CC1)=O)CN1CCOCC1)=O 8-fluoro-2-(morpholinomethyl)indolo[2,1-b]quinazoline-6,12-dione